N1N=CCC1 4,5-DIHYDRO-1H-PYRAZOLE